phosphorus lutetium oxide [O-2].[Lu+3].[P+3].[O-2].[O-2]